O=C1C=C(N=C(N1)SCC(=O)C=1C=C2CC(NC2=CC1)=O)CCC 5-(2-((6-oxo-4-propyl-1,6-dihydropyrimidin-2-yl)thio)acetyl)indolin-2-one